CC1CN(CC(N1)C)C=1C=C2CN(C(C2=CC1F)=O)C1C(NC(CC1)=O)=O 3-(5-(3,5-dimethylpiperazin-1-yl)-6-fluoro-1-oxoisoindolin-2-yl)piperidine-2,6-dione